4-methyl-1-(methylsulfonyl)piperidin-4-amine CC1(CCN(CC1)S(=O)(=O)C)N